1-(4-(pentafluoro-λ6-sulfanyl)benzyl)-1H-indol-5-amine FS(C1=CC=C(CN2C=CC3=CC(=CC=C23)N)C=C1)(F)(F)(F)F